C(CC(C)C)N1C(=NC(=C1)C(C)C)OC 1-iso-Pentyl-4-isopropyl-2-methoxy-1H-imidazole